1-benzyl-2-methyl-8-(1H-pyrrolo[2,3-b]pyridin-5-yl)-1H-imidazo[4,5-c]quinoline C(C1=CC=CC=C1)N1C(=NC=2C=NC=3C=CC(=CC3C21)C=2C=C1C(=NC2)NC=C1)C